ClC1=C(C=C2C=C(N=CC2=C1)NC(=O)[C@H]1[C@@H](C1)C=1SC=CC1)C1CCN(CC1)[C@]1(COC[C@H]1O)C (1R,2R)-N-(7-chloro-6-(1-((3S,4S)-4-hydroxy-3-methyltetrahydrofuran-3-yl)piperidin-4-yl)isoquinolin-3-yl)-2-(thiophen-2-yl)cyclopropane-1-carboxamide